2-(diphenylphosphoryl)-3-hydroxypyridine C1(=CC=CC=C1)P(=O)(C1=CC=CC=C1)C1=NC=CC=C1O